ClC=1C=CC(=C(C1)C1=CC(=CN=N1)NC(OC(C)(C)C)=O)F tert-butyl (6-(5-chloro-2-fluorophenyl)pyridazin-4-yl)carbamate